6-(1-(allylamino)-3-(4-((2-aminophenyl)buta-1,3-diyn-1-yl)phenyl)propan-2-yl)-5-hydroxypyrimidin-4(3H)-one C(C=C)NCC(CC1=CC=C(C=C1)C#CC#CC1=C(C=CC=C1)N)C1=C(C(NC=N1)=O)O